BrC1=C(C=C(C(=C1)F)OCOC)F 1-bromo-2,5-difluoro-4-(methoxymethoxy)benzene